BrC1=C(C=C(C(=O)N2CC=3N=C(N(C(C3C[C@H]2C)=O)C2=NN(C(=C2)C(=O)NC)C)N[C@@H](C)C=C)C=C1)C(F)(F)F 3-((R)-7-(4-bromo-3-(trifluoromethyl)benzoyl)-2-(((S)-but-3-en-2-yl)amino)-6-methyl-4-oxo-5,6,7,8-tetrahydropyrido[3,4-d]pyrimidin-3(4H)-yl)-N,1-dimethyl-1H-pyrazole-5-carboxamide